CC1=CC=C(C(=O)OC2=CC(=CC(=C2)C=NC2=C(C=C(C=C2)Cl)Cl)Br)C=C1 3-bromo-5-((2,4-di-chlorophenylimino)meth-yl)phenyl 4-methylbenzoate